ClC=1C=C(OCCCC(=O)O)C=C(C1CC1=CC(=C(C=C1)O)C(C)C)Cl 4-(3,5-dichloro-4-(4-hydroxy-3-isopropylbenzyl)phenoxy)butanoic acid